FC=1C=C2[C@@H]3C[C@H](CN3C=3C=CN4N=CC(NC(CCCC2=NC1)=O)=C4N3)O (4R,6S)-9-fluoro-4-hydroxy-2,11,17,20,21,24-hexaazapentacyclo[16.5.2.02,6.07,12.021,25]pentacosane-1(24),7,9,11,18(25),19,22-heptaene-16-one